1-((10-hydroxy-7-((R)-2-methylbutyryl)-7-azaspiro[4.5]decan-10-yl)methyl)-N,N-dimethyl-6-oxo-4-phenyl-1,6-dihydropyridine-3-carboxamide OC1(CCN(CC12CCCC2)C([C@@H](CC)C)=O)CN2C=C(C(=CC2=O)C2=CC=CC=C2)C(=O)N(C)C